N1(C=NC=C1)C=1N=CC2=C(N1)C(=CC(N2C)=O)NC2=CC=C(C#N)C=C2 4-((2-(1H-imidazol-1-yl)-5-methyl-6-oxo-5,6-dihydropyrido[3,2-d]pyrimidin-8-yl)amino)benzonitrile